(4-(benzylthio)phenyl)-N-propyl-1-(2,2,2-trifluoroacetyl)piperidine-4-sulfonamide C(C1=CC=CC=C1)SC1=CC=C(C=C1)C1N(CCC(C1)S(=O)(=O)NCCC)C(C(F)(F)F)=O